N-[4-(2,6-dimethylphenyl)-6-[3-(1-methyl-3-piperidyl)phenoxy]pyrimidin-2-yl]-1-methyl-pyrazole-4-sulfonamide CC1=C(C(=CC=C1)C)C1=NC(=NC(=C1)OC1=CC(=CC=C1)C1CN(CCC1)C)NS(=O)(=O)C=1C=NN(C1)C